C(C)C1=CC(=CS1)CCOC1OCCCC1 2-[2-(5-ethyl-3-thienyl)ethoxy]tetrahydropyran